8-(6-(oxetan-3-yl)-3,6-diazabicyclo[3.1.1]heptan-3-yl)pyrido[4,3-d]pyrimidin-7(6H)-one O1CC(C1)N1C2CN(CC1C2)C=2C(NC=C1C2N=CN=C1)=O